ClC=1C=C(C=C(C1)F)NC(NC1=C(C(=O)NC)C=CC(=C1)OC(F)(F)F)=O 2-[3-(3-chloro-5-fluorophenyl)ureido]-4-trifluoromethoxy-N-methylbenzamide